C(#N)C(CN1C(NCC1)=O)NC([C@H](CC1CC1)N1C(=CC2=C(C=CC=C12)OC)C(=O)N)=O ((S)-2-[[1-cyano-2-(2-oxoimidazolidin-1-yl)ethyl]amino]-1-(cyclopropylmethyl)-2-oxo-ethyl)-4-methoxy-1H-indole-2-carboxamide